(2R)-2-{[tert-Butyl(dimethyl)silyl]oxy}-2-cyclopropylethanamine [Si](C)(C)(C(C)(C)C)O[C@@H](CN)C1CC1